4-phenethylcyclohex-1-en-1-yl trifluoromethanesulfonate FC(S(=O)(=O)OC1=CCC(CC1)CCC1=CC=CC=C1)(F)F